C(C)OC(=O)C=1C(=CNC1)O 3-hydroxypyrrole-4-carboxylic acid ethyl ester